NCCCO[C@@H]1O[C@H](CCC1)COCC#C (2R,3R,4S,5S,6R)-2-(3-aminopropoxy)-6-((prop-2-yn-1-yloxy)methyl)tetrahydro-2H-pyran